C(C)(C)(C)C=1C=C(C=CC1)C1CC2(C1)CCN(CC2)C(=O)C2CC1(C2)NC(OC1)=O 2-(2-(3-(tert-Butyl)phenyl)-7-azaspiro[3.5]nonane-7-carbonyl)-7-oxa-5-azaspiro[3.4]octan-6-one